2-(3,4-dimethoxybenzamido)-4,5,6,7-tetrahydrobenzo[b]thiophene-3-carboxamide COC=1C=C(C(=O)NC2=C(C3=C(S2)CCCC3)C(=O)N)C=CC1OC